Benzyl ((2R,3R,4S)-2-cyclopropyl-6-methoxy-3-methyl-1,2,3,4-tetrahydro-1,5-naphthyridin-4-yl)carbamate C1(CC1)[C@H]1NC2=CC=C(N=C2[C@H]([C@@H]1C)NC(OCC1=CC=CC=C1)=O)OC